2-amino-N-methyl-2,3-dihydro-1H-indene-2-carboxamide NC1(CC2=CC=CC=C2C1)C(=O)NC